2-amino-N-((5S)-5,8-dihydro-6H-pyrano[3,4-b]pyridin-5-yl)-3-methyl-N-((5-(trifluoromethyl)-2-pyridinyl)methyl)-6-quinolinecarboxamide NC1=NC2=CC=C(C=C2C=C1C)C(=O)N(CC1=NC=C(C=C1)C(F)(F)F)[C@@H]1COCC2=NC=CC=C21